(2S)-4-hydroxypyrrolidine-1,2-dicarboxylic acid O1-tert-butyl ester O2-[8-(1-hexylnonyloxy)-8-oxo-octyl] ester C(CCCCC)C(CCCCCCCC)OC(CCCCCCCOC(=O)[C@H]1N(CC(C1)O)C(=O)OC(C)(C)C)=O